trans-(4-nitrophenyl) N-[3-(tert-butylsulfamoyl)-4-[2-[4-(isopropoxycarbonylamino)cyclohexyl]thiazol-5-yl]phenyl]carbamate C(C)(C)(C)NS(=O)(=O)C=1C=C(C=CC1C1=CN=C(S1)[C@@H]1CC[C@H](CC1)NC(=O)OC(C)C)NC(OC1=CC=C(C=C1)[N+](=O)[O-])=O